methyl 4-chloro-2-(2-methoxy ethoxymethyl)pyrazolo[1,5-a]pyridine-7-carboxylate ClC=1C=2N(C(=CC1)C(=O)OC)N=C(C2)COCCOC